tert-butyl N-[1-(3-bromo-4-pyridyl)-4-piperidyl]carbamate BrC=1C=NC=CC1N1CCC(CC1)NC(OC(C)(C)C)=O